(2S)-4-[[5-chloro-3-[[5-(hydroxymethyl)oxazol-2-yl]amino]-2-methyl-phenyl]methyl]-2-methyl-piperazine-1-carboxylic acid tert-butyl ester C(C)(C)(C)OC(=O)N1[C@H](CN(CC1)CC1=C(C(=CC(=C1)Cl)NC=1OC(=CN1)CO)C)C